BrC1=C(C(=C(C(=C1[2H])[2H])F)[2H])[2H] 1-bromo-4-fluorobenzene-2,3,5,6-d